2-(4-chlorobenzoyl)-3-fluoro-5-(1-hydroxyl-(tetrahydro-2H-pyran-4-yl)propyl)benzoic acid ClC1=CC=C(C(=O)C2=C(C(=O)O)C=C(C=C2F)C(CCC2CCOCC2)O)C=C1